NC[C@H]1C[C@H](NC1)C(=O)O (2s,4R)-4-(AMINOMETHYL)PYRROLIDINE-2-CARBOXYLIC ACID